N[C@H]1C[C@H](N(C1)C)C(=O)NC=1SC(=C(N1)C)C(=O)OCCC propyl 2-[[(2S,4S)-4-amino-1-methyl-pyrrolidine-2-carbonyl]amino]-4-methyl-thiazole-5-carboxylate